NN1C(=NC(=C1C(=O)N)C1=CC=C(C=C1)C(NC1=NC=C(C=C1)C)=O)[C@H]1N(CCC1)C#CC (S)-1-amino-4-(4-((5-methylpyridin-2-yl)carbamoyl)phenyl)-2-(1-propynylpyrrolidin-2-yl)-1H-imidazole-5-carboxamide